O1C=CC2=C1C=CC(=C2)S(=O)(=O)N2CC1=C(C2)CN(C1)C(=O)N[C@H](C)C(C)C 5-(1-Benzofuran-5-sulfonyl)-N-[(2R)-3-methylbutan-2-yl]-1H,2H,3H,4H,5H,6H-pyrrolo[3,4-c]pyrrole-2-carboxamide